FC=1C(=NC=CC1)C=1C=C(N)C=CC1 3-(3-fluoropyridin-2-yl)aniline